2-azido-1-(4-nitrophenyl)ethan-1-one tert-butyl-(S)-3-(iodomethyl)piperidine-1-carboxylate C(C)(C)(C)OC(=O)N1C[C@H](CCC1)CI.N(=[N+]=[N-])CC(=O)C1=CC=C(C=C1)[N+](=O)[O-]